N[C@H](C(=O)N1[C@@H](C[C@H](C1)O)C(=O)NCC1=CC=C(C=C1)C1=C(N=CS1)C)CC(F)(F)F (2S,4R)-1-((S)-2-amino-4,4,4-trifluorobutanoyl)-4-hydroxy-N-(4-(4-methylthiazol-5-yl)benzyl)pyrrolidine-2-carboxamide